ClC1=C(C(=O)NCC=2C=NC(=CC2)OC)C(=CC=C1)OCCCCCC 2-chloro-6-(hexyloxy)-N-((6-methoxypyridin-3-yl)methyl)benzamide